(4R,5'S,7a'R)-1-(benzenecarbonyl)-5'-(3,5-difluorophenyl)-2-methyltetrahydro-3'H-spiro[piperidine-4,2'-pyrrolo[2,1-b][1,3]oxazol]-3'-one C1(=CC=CC=C1)C(=O)N1C(C[C@@]2(C(N3[C@H](O2)CC[C@H]3C3=CC(=CC(=C3)F)F)=O)CC1)C